4-[[2-[6-fluoro-3-(4-fluorobenzyl)-3,4-dihydroisoquinolin-2(1H)-yl]ethylamino]methyl]-N-(2-methoxyethyl)aniline FC=1C=C2CC(N(CC2=CC1)CCNCC1=CC=C(NCCOC)C=C1)CC1=CC=C(C=C1)F